FC=1C(=NC(=NC1)N)C1=CC2=C(N=C3N2C(CCC3)C)C(=C1)F 5-fluoro-4-(6-fluoro-1-methyl-1,2,3,4-tetrahydrobenzo[4,5]imidazo[1,2-a]pyridin-8-yl)pyrimidin-2-amine